C1(CC1)N1N=NC(=C1)C(=O)NCC=1SC(=NN1)C1=CC=CC=C1 1-cyclopropyl-N-((5-phenyl-1,3,4-thiadiazol-2-yl)methyl)-1H-1,2,3-triazole-4-carboxamide